CC(C(=O)N1[C@@H](CN[C@H](C1)C1=CC(=CC=C1)N1CCN(CC1)C)C)C 2-methyl-1-((2R,5S)-2-methyl-5-(3-(4-methylpiperazin-1-yl)phenyl)piperazin-1-yl)propan-1-one